(S)-2-((((9H-fluoren-9-yl)methoxy)carbonyl)(methyl)amino)-7-(allyloxy)-7-oxoheptanoic acid C1=CC=CC=2C3=CC=CC=C3C(C12)COC(=O)N([C@H](C(=O)O)CCCCC(=O)OCC=C)C